C(C1=CC=CC=C1)NC1=C2N=CN(C2=NC=N1)[C@@H]1O[C@@H]([C@H]([C@H]1O)O)CO (2R,3R,4S,5R)-2-[6-(benzylamino)purin-9-yl]-5-(hydroxymethyl)oxolane-3,4-diol